(3R)-1-[(4S)-7-chloro-6-fluoro-2H,3H,4H-pyrano[2,3-b]pyridin-4-yl]-3-(2-isopropoxyphenyl)piperazine ClC1=C(C=C2C(=N1)OCC[C@@H]2N2C[C@H](NCC2)C2=C(C=CC=C2)OC(C)C)F